NC1=NC=NN2C1=CC=C2[C@@]2(O[C@@H]([C@H]1OC(O[C@H]12)C1=CC=CC=C1)CO)C#N (3aR,4R,6R,6aR)-4-(4-aminopyrrolo[2,1-f][1,2,4]triazin-7-yl)-6-(hydroxymethyl)-2-phenyltetrahydrofuro[3,4-d][1,3]dioxole-4-carbonitrile